3-[[2-chloro-5-(3,5-dimethyl-2,6-dioxo-4-thioxo-1,3,5-triazin-1-yl)-4-fluoro-benzoyl]-methyl-amino]butanoic acid ethyl ester C(C)OC(CC(C)N(C)C(C1=C(C=C(C(=C1)N1C(N(C(N(C1=O)C)=S)C)=O)F)Cl)=O)=O